N-((4R,5S)-7-ethyl-4-(3-nitrophenyl)-6-oxo-1-phenyl-4,5,6,7-tetrahydro-1H-pyrazolo[3,4-b]pyridin-5-yl)-1-(trifluoromethyl)-1H-pyrazole-3-carboxamide C(C)N1C2=C([C@H]([C@@H](C1=O)NC(=O)C1=NN(C=C1)C(F)(F)F)C1=CC(=CC=C1)[N+](=O)[O-])C=NN2C2=CC=CC=C2